sodium-copper calcium phosphate P(=O)([O-])([O-])[O-].[Ca+2].[Cu+2].[Na+]